COC1=CC=C(C=N1)NC(CN(C=1C2=C(N=C(N1)C=1N=CC3=CN=CC=C3C1)CCC2)C)=O N-(6-methoxypyridin-3-yl)-2-{methyl[2-(2,7-naphthyridin-3-yl)-5H,6H,7H-cyclopenta[d]pyrimidin-4-yl]amino}acetamide